4-anilino-1-[4-[5-(trifluoromethyl)pyrimidin-2-yl]piperazin-1-yl]butan-1-one hydrochloride Cl.N(C1=CC=CC=C1)CCCC(=O)N1CCN(CC1)C1=NC=C(C=N1)C(F)(F)F